ClC1=C(C=C(C=C1)C#N)C=1C=C2C(=NN(C2=CC1)C(C1=CC=CC=C1)(C1=CC=CC=C1)C1=CC=CC=C1)NC(=O)[C@H]1CN(CCC1)C(=O)OC(CC)Cl 1-chloropropyl (3R)-3-{[5-(2-chloro-5-cyanophenyl)-1-trityl-1H-indazol-3-yl]carbamoyl}piperidine-1-carboxylate